P(=O)(O)([O-])[O-] Hydrogenphosphat